1-[4-[[2-[4-[4-[(4R)-4-amino-2-oxo-pyrrolidin-1-yl]phenyl]sulfonylpiperazin-1-yl]-6-chloro-4-pyridyl]-difluoro-methyl]cyclohexyl]-3-(3-aminopropyl)guanidine N[C@@H]1CC(N(C1)C1=CC=C(C=C1)S(=O)(=O)N1CCN(CC1)C1=NC(=CC(=C1)C(C1CCC(CC1)NC(=N)NCCCN)(F)F)Cl)=O